CC(=O)OC/C=C/C1=CC=C(C=C1)OC(=O)C The molecule is an acetate ester that is a diester obtained by the formal condensation of the two hydroxy groups of trans-p-coumaryl alcohol with two molecules of acetic acid respectively. It derives from a trans-p-coumaryl alcohol.